1,3-dibromo-1,3,5-triazine BrN1CN(CN=C1)Br